2-(2,6-dioxopiperidin-3-yl)-5-fluoro-6-(methyl((1R,2S)-2-(methylamino)cyclohexyl)amino)isoindoline-1,3-dione O=C1NC(CCC1N1C(C2=CC(=C(C=C2C1=O)F)N([C@H]1[C@H](CCCC1)NC)C)=O)=O